CN(C(CCCCC)N(C)C)C N,N,N',N'-tetramethyl-hexane-diamine